N-(1H-indol-3-yl)-6-(4-methoxyphenyl)-3,4-dihydroisoquinoline-2(1H)-carboxamide N1C=C(C2=CC=CC=C12)NC(=O)N1CC2=CC=C(C=C2CC1)C1=CC=C(C=C1)OC